[Co]=S.[Cu].[Ni] nickel-copper-cobalt sulfide